ClC1=C(NC(=C1Cl)C)C(=O)NC1=C(C=C(C=C1)C=1OC(NN1)=O)N1C[C@H](CC1)NC(OC(C)(C)C)=O tert-butyl (S)-(1-(2-(3,4-dichloro-5-methyl-1H-pyrrole-2-carboxamido)-5-(5-oxo-4,5-dihydro-1,3,4-oxadiazol-2-yl)phenyl)pyrrolidin-3-yl)carbamate